tert-butyl (2R,3S,4S)-4-[(tert-butoxycarbonyl)oxy]-2-[(4-methoxyphenyl)methyl]-3-({2-[3-(trifluoromethoxy)phenyl]acetyl}oxy)pyrrolidine-1-carboxylate C(C)(C)(C)OC(=O)O[C@@H]1[C@H]([C@H](N(C1)C(=O)OC(C)(C)C)CC1=CC=C(C=C1)OC)OC(CC1=CC(=CC=C1)OC(F)(F)F)=O